4-(6-(2,5-difluorophenyl)-6-(6-((3-methylpiperidin-3-yl)ethynyl)-2H-indazol-2-yl)hex-1,3-diyn-1-yl)-1H-pyrrole FC1=C(C=C(C=C1)F)C(CC#CC#CC=1C=CNC1)N1N=C2C=C(C=CC2=C1)C#CC1(CNCCC1)C